C(C)OC(\C=C\C1=CC=2CCCC(C2C=C1)=O)=O (E)-3-(5-oxo-5,6,7,8-tetrahydronaphthalen-2-yl)acrylic acid ethyl ester